FC1=CC=C(C=C1)C1=NN2C(CN(CC2)C(=O)OC(C)(C)C)=C1C1=CC=NC=C1 tert-butyl 2-(4-fluorophenyl)-3-(pyridin-4-yl)-6,7-dihydropyrazolo[1,5-a]pyrazine-5(4H)-carboxylate